CN1C=C(C2=CC=CC=C12)C(=O)N1CC=2C(CC1)=C(N(N2)C)C2=CC=CC=C2 (1-methyl-1H-indol-3-yl)(2-methyl-3-phenyl-2,4,5,7-tetrahydro-6H-pyrazolo[3,4-c]pyridin-6-yl)methanone